C(CCCCCCCCCCCCCCCCCCCCCCCCCCC(C)C)NC(=O)N isotriacontyl-urea